CC1OC(NC12CC(C2)C(=O)OC(C)(C)C)=O cis-tert-Butyl 8-methyl-6-oxo-7-oxa-5-azaspiro[3.4]octane-2-carboxylate